N1C(C(C(C1([2H])[2H])([2H])[2H])([2H])[2H])=O pyrrolidin-2-one-3,3,4,4,5,5-d6